C(C)(C)(C)OC(=O)NC1CC(C1)OCC1CCN(CC1)C(=O)OCC1=CC=CC=C1 Benzyl 4-[[3-(tert-butoxycarbonylamino)cyclobutoxy]methyl]piperidine-1-carboxylate